tetra-ethylene glycol monoallyl ether C(C=C)OCCOCCOCCOCCO